4-(1H-pyrazol-4-yl)pyridin-2(1H)-one hydrochloride Cl.N1N=CC(=C1)C1=CC(NC=C1)=O